C(CCC)C1=C(C=CC(=C1)O)C(C(=O)[O-])C1=C(C=C(C=C1)O)CCCC bis(butyl p-hydroxyphenyl)acetate